C(C)OC(=O)N1C[C@@H]2N(CC[C@@H]2C1C)CC1=CC=CC=C1 |r| Racemic-(3aR,6aR)-1-benzyl-4-methylhexahydropyrrolo[3,4-b]pyrrole-5(1H)-carboxylic acid ethyl ester